(2R,4R)-N-[2-(cyclohexylamino)-2-oxo-1-(3-pyridyl)ethyl]-N-(4-cyclopropyl-2-fluoro-phenyl)-4-hydroxy-pyrrolidine-2-carboxamide C1(CCCCC1)NC(C(C=1C=NC=CC1)N(C(=O)[C@@H]1NC[C@@H](C1)O)C1=C(C=C(C=C1)C1CC1)F)=O